N[S@](=NC(CC1=C(C=C(C=C1C(C)C)C1=CC=C2CCOCC2=C1)C(C)C)=O)(=O)C1=CN=C(S1)C(C)(C)O (R)-N-(amino(2-(2-hydroxypropan-2-yl)thiazol-5-yl)(oxo)-λ6-sulfaneylidene)-2-(4-(isochroman-7-yl)-2,6-diisopropylphenyl)acetamide